COC=1C=C2CCN([C@@H](C2=CC1[N+](=O)[O-])C)C (R)-6-methoxy-1,2-dimethyl-7-nitro-1,2,3,4-tetrahydroisoquinoline